OC1=C(C(=C(C(=C1CC(=C(C)C)[2H])O)[2H])OC)C(\C(=C\C1=CC=C(C=C1)O)\[2H])=O (E)-1-(2,4-dihydroxy-6-methoxy-3-(3-methylbut-2-en-1-yl-2-d)phenyl-5-d)-3-(4-hydroxyphenyl)prop-2-en-1-one-2-d